1-(4-(4-(3-fluoro-5-formyl-4-hydroxyphenyl)-1H-pyrazol-1-yl)phenyl)-3-isopropylurea FC=1C=C(C=C(C1O)C=O)C=1C=NN(C1)C1=CC=C(C=C1)NC(=O)NC(C)C